COC(C1=CC(=C(C=C1)C(F)(F)F)\C=C\C=O)=O 3-[(1E)-3-oxoprop-1-en-1-yl]-4-(trifluoromethyl)benzoic acid methyl ester